C(C)(C)(C)OC(=O)N1CCC(CC1)CCON1C(C2=CC=CC=C2C1=O)=O 4-(2-(1,3-dioxoisoindolin-2-yloxy)ethyl)piperidine-1-carboxylic acid tert-butyl ester